tert-butyl N-(7-formylisoquinolin-3-yl)-N-methylcarbamate C(=O)C1=CC=C2C=C(N=CC2=C1)N(C(OC(C)(C)C)=O)C